C1(CC1)C1=NN2C(N(C3=C(C2=O)CN(C3=O)C(C)C)CC(=O)OC(C)(C)C)=C1 tert-butyl [2-cyclopropyl-5,8-dioxo-6-(propan-2-yl)-5,6,7,8-tetrahydro-4H-pyrazolo[1,5-a]pyrrolo[3,4-d]pyrimidin-4-yl]acetate